C(=O)(OCC1C2=CC=CC=C2C2=CC=CC=C12)CCC(=O)Cl Fmoc-propionyl chloride